C(CCC)[Sn](C(=C)C1=CC=C(C=C1)C=C)(CCCC)CCCC Tributyl-(1-(4-vinylphenyl)vinyl)stannane